C1OC=2C=C(C=CC2O1)CC(=O)N 3,4-methylenedioxy-phenylacetamide